C[Si](C1=NC=NN1C)(C)C 5-trimethylsilyl-1-methyl-1H-[1,2,4]triazole